COC1=NC(=CC=C1COC=1C=C2CCC(=C(C2=CC1)C)CN1CC(C1)C(=O)O)C(F)(F)F 1-((6-((2-methoxy-6-(trifluoromethyl)pyridin-3-yl)methoxy)-1-methyl-3,4-dihydronaphthalen-2-yl)methyl)azetidine-3-carboxylic acid